O1C(=CC=C1)C1=CC=C(C=C1)CNC(=O)C1N(C(CN(C1)CC=1SC=C(N1)C(C)C)C)C(C(C)C)=O N-{[4-(furan-2-yl)phenyl]methyl}-6-methyl-1-(2-methylpropanoyl)-4-{[4-(propan-2-yl)-1,3-thiazol-2-yl]methyl}piperazine-2-carboxamide